ClC=1C(=CC(=C(C1)C1=CC=C2C(=CN=NC2=C1)NCC1=C(C=C(C=C1)OC)OC)C1=NN(C=N1)C1OCCCC1)OC 7-[5-chloro-4-methoxy-2-[1-(oxan-2-yl)-1,2,4-triazol-3-yl]phenyl]-N-[(2,4-dimethoxyphenyl)methyl]cinnolin-4-amine